C1(CC1)C1=CN=C(C(=N1)N1CCN(CC1)CC=1SC2=C(N1)C=CC=C2)C=2N=NNN2 2-[[4-[6-cycloprop-yl-3-(2H-tetrazol-5-yl)pyrazin-2-yl]-piperazin-1-yl]-methyl]-1,3-benzo-thiazole